OC=1C(=NC=CC1NC=1C(C(C1NC1C(CCC=2N=C(SC21)C)(C)C)=O)=O)C(=O)N2CCCC2 3-((3-hydroxy-2-(pyrrolidine-1-carbonyl)pyridin-4-yl)amino)-4-((2,6,6-trimethyl-4,5,6,7-tetrahydrobenzo[d]thiazol-7-yl)amino)cyclobut-3-ene-1,2-dione